ClC=1C=C(C=CC1OC)NC(=O)C1CCC(CC1)N1C(NC2=C(C1)C(=CC(=N2)Cl)C)=O (1s,4s)-N-(3-Chloro-4-methoxyphenyl)-4-(7-chloro-5-methyl-2-oxo-1,2-dihydropyrido[2,3-d]pyrimidin-3(4H)-yl)cyclohexanecarboxamide